C(#N)[C@H]1N(CSC1)C(CNC(=O)C1=CC=NC2=CC=C(C=C12)[C@@H]1OCCC1)=O |&1:22| N-(2-((R)-4-cyanothiazolidin-3-yl)-2-oxoethyl)-6-((RS)-tetrahydrofuran-2-yl)quinoline-4-carboxamide